BrC1=CN2C=C(C=C2C=C1)C=O 6-bromoindolizine-2-carbaldehyde